CC1=C(C(=NO1)C)C1=CC2=C(N(C(=N2)CCC2=CC=C(OCCCN(C)C)C=C2)CCN2CCOCC2)C=C1 [3-[4-[2-[5-(dimethyl-1,2-oxazol-4-yl)-1-[2-(morpholin-4-yl)ethyl]-1H-1,3-benzodiazol-2-yl]ethyl]phenoxy]propyl]dimethylamine